(S)-3-(1-oxo-5-(((S)-1-((7-(tetrahydro-2H-pyran-4-yl)isoquinolin-3-yl)methyl)pyrrolidin-3-yl)oxy)isoindolin-2-yl)piperidine-2,6-dione O=C1N(CC2=CC(=CC=C12)O[C@@H]1CN(CC1)CC=1N=CC2=CC(=CC=C2C1)C1CCOCC1)[C@@H]1C(NC(CC1)=O)=O